ClC=1C=C(C=CC1OCC=1SC=CN1)NC1=NC=NC2=CC=C(C=C12)NC=1OC[C@H](N1)C (R)-N4-(3-chloro-4-(thiazol-2-ylmethoxy)phenyl)-N6-(4-methyl-4,5-dihydrooxazol-2-yl)quinazolin-4,6-diamine